NC1=NC=C(C2=C1C(=C(N2C)I)C=2C=C(C(=NC2)C(=O)NC2(CC2)C(F)(F)F)Cl)Br 5-(4-amino-7-bromo-2-iodo-1-methylpyrrolo[3,2-c]pyridin-3-yl)-3-chloro-N-[(trifluoromethyl)cyclopropyl]pyridine-2-carboxamide